CC[C@H](C=C[C@@H](C)[C@H]1CC[C@H]2C3=CC=C4C=CC=C[C@]4(C)[C@H]3CC[C@]12C)C(C)C 1,3,5,7,22-stigmastpentaene